4-chloro-2-(trifluoromethyl)-1-((2-(trimethylsilyl)ethoxy)methyl)-1H-pyrrolo[2,3-b]Pyridine ClC1=C2C(=NC=C1)N(C(=C2)C(F)(F)F)COCC[Si](C)(C)C